((2R,3S,4R,5R)-5-(2-chloro-6-(cyclopentylamino)-9H-purin-9-yl)-3,4-dihydroxytetrahydrofuran-2-yl)isobutyric acid methyl ester COC(C(C)(C)[C@H]1O[C@H]([C@@H]([C@@H]1O)O)N1C2=NC(=NC(=C2N=C1)NC1CCCC1)Cl)=O